C(C=C)N(S(=O)(=O)C1=CC=C(C=C1)OC1=C(C=2C(C3=CC=CC=C3C(C2C(=C1)O)=O)=O)N)CC=C N,N-diallyl-4-((1-amino-4-hydroxy-9,10-dioxo-9,10-dihydroanthracen-2-yl)oxy)benzenesulfonamide